2-((1-(2,7-Dimethyl-8-oxo-6-phenyl-7,8-dihydro-1,7-naphthyridin-4-yl)ethyl)amino)benzoic acid CC1=NC=2C(N(C(=CC2C(=C1)C(C)NC1=C(C(=O)O)C=CC=C1)C1=CC=CC=C1)C)=O